oxalate silicon [Si+4].C(C(=O)[O-])(=O)[O-].C(C(=O)[O-])(=O)[O-]